1-bromo-2-(4-(methylthio)phenyl)-2-oxoethyl 2-phenylacetate C1(=CC=CC=C1)CC(=O)OC(C(=O)C1=CC=C(C=C1)SC)Br